1-(1-((2-methylthiazol-4-yl)ethynyl)-3-azabicyclo[3.1.0]hexan-3-yl)pentan-1-one CC=1SC=C(N1)C#CC12CN(CC2C1)C(CCCC)=O